N-[[6-(4-isoxazol-5-yl-1-methyl-pyrazole-3-carbonyl)-6-azaspiro[2.5]octan-2-yl]methyl]-1H-pyrrolo[3,2-c]pyridine-2-carboxamide O1N=CC=C1C=1C(=NN(C1)C)C(=O)N1CCC2(C(C2)CNC(=O)C2=CC=3C=NC=CC3N2)CC1